(3-((1H-1,2,4-triazol-1-yl)sulfonyl)phenyl)(4-(2-methoxyphenyl)piperazin-1-yl)-methanone N1(N=CN=C1)S(=O)(=O)C=1C=C(C=CC1)C(=O)N1CCN(CC1)C1=C(C=CC=C1)OC